N-(3-amino-6-(3-bromophenylethoxy)-5-fluoropyridin-2-yl)acetamide NC=1C(=NC(=C(C1)F)OCCC1=CC(=CC=C1)Br)NC(C)=O